bis-[3-(o-phenylbenzenesulfonyloxy)phenyl]urea C1(=CC=CC=C1)C1=C(C=CC=C1)S(=O)(=O)OC=1C=C(C=CC1)NC(NC1=CC(=CC=C1)OS(=O)(=O)C1=C(C=CC=C1)C1=CC=CC=C1)=O